7-dodecyl-1,5,7-triazabicyclo[4.4.0]dec-5-ene C(CCCCCCCCCCC)N1C2=NCCCN2CCC1